OC1=CC=CC(O1)=O 6-hydroxy-2H-pyrone